4-(aminopropyl)pyridine NCCCC1=CC=NC=C1